cyclooctadecyl-nonaene C1(CCCCCCCCCCCCCCCCC1)C=CCCCCCCC